ClC1=C(C=CC(=C1F)C(F)(F)F)N1CCCC2=CC(=CC(=C12)C#N)F 1-[2-chloro-3-fluoro-4-(trifluoromethyl)phenyl]-6-fluoro-1,2,3,4-tetrahydroquinoline-8-carbonitrile